C(#N)C1=C(C=CC(=C1OC=1C=C2C(N(C=NC2=CC1)C=1C=NC(=NC1)N1CCNCC1)=O)F)NS(=O)(=O)C1CCCCC1 N-[2-cyano-4-fluoro-3-[4-oxo-3-(2-piperazin-1-ylpyrimidin-5-yl)quinazolin-6-yl]oxy-phenyl]cyclohexanesulfonamide